C(C)(C)(C)SC1=CC=C(C=C1)C=1N=C2SCCCN2C(C1C#N)=O 8-[4-(tert-butylsulfanyl)phenyl]-6-oxo-2H,3H,4H,6H-pyrimido[2,1-b][1,3]thiazine-7-carbonitrile